CC1=CC=C(C=C1)P(C1=CC=C(C=C1)C)=O Bis-(4-methylphenyl)phosphine oxide